FC(C=1C=C(C=C(C1)C(F)(F)F)C1=CC=CC=C1)(F)F 3',5'-bis(trifluoromethyl)-[1,1'-biphenyl]